2-(3-(2-((2S,3R)-3-fluoro-2-methylazetidin-1-yl)-6,7-dihydro-5H-cyclopenta[d]pyrimidin-4-yl)phenyl)cyclopropane-1-carboxylic acid F[C@H]1[C@@H](N(C1)C=1N=C(C2=C(N1)CCC2)C=2C=C(C=CC2)C2C(C2)C(=O)O)C